N[C@@H](CCC(=O)NCCS(=O)(=O)O)C(=O)O gamma-glutamyltaurine